methyl-octanediol CC(CCCCCCC)(O)O